NC1=C(C=2C(=NC(=CN2)O)N1C1=C(C=CC(=C1)OCOC)C)C#N 6-amino-3-hydroxy-5-[5-(methoxymethoxy)-2-methyl-phenyl]pyrrolo[2,3-b]pyrazine-7-carbonitrile